2-(6-bromo-3-nitroquinolin-4-yl)acrylic acid methyl ester COC(C(=C)C1=C(C=NC2=CC=C(C=C12)Br)[N+](=O)[O-])=O